1,3,5-trimethyl-2-(trichloromethyl)benzene CC1=C(C(=CC(=C1)C)C)C(Cl)(Cl)Cl